CC1=C(C=CC=C1)CCS(=O)(=O)O methyl-benzeneethanesulfonic acid